C1(=CC=CC=C1)[C@H]1N(OCC1)C(=O)C=1C=NN2C1C=CC=C2 (3S)-3-phenyl-2-{pyrazolo[1,5-A]pyridine-3-carbonyl}-1,2-oxazolidine